((R)-1-((R)-pyrrolidin-2-yl)ethyl)pyrimidin-2-amine N1[C@H](CCC1)[C@@H](C)C1=NC(=NC=C1)N